CC1=C(C=C(C(=O)N)C=C1)SC 4-methyl-3-(methylthio)benzamide